7-(4-((dimethylamino)methyl)-3,5-dimethoxyphenyl)-5-methyl-4-oxo-4,5-dihydrothieno[3,2-c]pyridine-2-carboxamide CN(C)CC1=C(C=C(C=C1OC)C=1C2=C(C(N(C1)C)=O)C=C(S2)C(=O)N)OC